(Z)-N-benzyl-3-fluoro-3-indol-1-yl-acrylamide C(C1=CC=CC=C1)NC(\C=C(\N1C=CC2=CC=CC=C12)/F)=O